3-ethyl-1-[4-(trifluoromethyl)phenyl]indole-5-carboxylic acid methyl ester COC(=O)C=1C=C2C(=CN(C2=CC1)C1=CC=C(C=C1)C(F)(F)F)CC